BrC1=CC(=C(C=C1)NC(C(C)NC(OC(C)(C)C)=O)=O)C tert-butyl (1-((4-bromo-2-methylphenyl)amino)-1-oxopropan-2-yl)carbamate